C(CCC)OC(C(CCC)C)=O 2-methylpentanoic acid butyl ester